CN1N=CN=C1C(=O)N1[C@@H](C2=C(CC1)NC=N2)C=2OC1=C(N2)C=C(C=C1)C (S)-(1-methyl-1H-1,2,4-triazol-5-yl)(4-(5-methylbenzo[d]oxazol-2-yl)-6,7-dihydro-1H-imidazo[4,5-c]pyridin-5(4H)-yl)methanone